N-(5-(3,3-dimethyl-2,3-dihydro-[1,4]dioxino[2,3-b]pyridine-6-yl)-4-((5-fluoro-4-methyl-6-(methylsulfonyl)pyridine-2-yl)amino)pyridine-2-yl)acetamide CC1(COC=2C(=NC(=CC2)C=2C(=CC(=NC2)NC(C)=O)NC2=NC(=C(C(=C2)C)F)S(=O)(=O)C)O1)C